3-(3-(1-(((S)-phenyl((R)-1,2,3,4-tetrahydro-1,5-naphthyridin-3-yl)methyl)amino)propan-2-yl)phenyl)oxetane-3-carboxylic acid C1(=CC=CC=C1)[C@H]([C@H]1CNC2=CC=CN=C2C1)NCC(C)C=1C=C(C=CC1)C1(COC1)C(=O)O